C(\C=C\C(=O)O)(=O)O.C(\C=C\C(=O)O)(=O)O.NC[C@@H]1CN(CC1)CC1=CC(=C(C#N)C=C1OCC)Cl (R)-4-((3-(aminomethyl)pyrrolidin-1-yl)methyl)-2-chloro-5-ethoxybenzonitrile difumarate